3-(2,5-dioxo-2,5-dihydropyrrol-1-yl)propanal O=C1N(C(C=C1)=O)CCC=O